(3-((S)-(2-(3-((4,6-Difluoro-1H-indol-5-yl)oxy)phenyl)-1H-imidazol-5-yl)(hydroxy)methyl)phenyl)-2-methylpropanoic acid FC1=C2C=CNC2=CC(=C1OC=1C=C(C=CC1)C=1NC(=CN1)[C@H](C=1C=C(C=CC1)C(C(=O)O)(C)C)O)F